C(C)(C)(C)OC(NC(CC1=NC(=C(C=C1OC)CC)OC)CC)=O (1-(5-ethyl-3,6-dimethoxypyridin-2-yl)butan-2-yl)carbamic acid tert-butyl ester